1-benzyloxycarbonyl-(Cbz)-3-piperidone C(C1=CC=CC=C1)OC(=O)N1C(C(CCC1)=O)C(=O)OCC1=CC=CC=C1